C(C)C1=C(C(=CC(=C1)C)O)C ethyl-2,5-xylenol